5-(6-methoxypyridazin-4-yl)-2-[6-(3-{[(1s,3s)-3-methoxycyclobutyl]amino}pyrrolidin-1-yl)pyridazin-3-yl]phenol COC1=CC(=CN=N1)C=1C=CC(=C(C1)O)C=1N=NC(=CC1)N1CC(CC1)NC1CC(C1)OC